C(C)(C)(C)OC(=O)N[C@H](C(=O)N[C@H](C(=O)NC=1C=CC(=C(CN(C(OCC#C)=O)CC#C)C1)CO)CCCNC(=O)N)C(C)C prop-2-yn-1-yl 5-((S)-2-((S)-2-((tert-butoxycarbonyl)amino)-3-methylbutanamido)-5-ureidopentanamido)-2-(hydroxymethyl)benzyl(prop-2-yn-1-yl)carbamate